(rac)-6-(4-hydroxycyclohexen-1-yl)-1-[1-[4-(trifluoromethoxy)benzoyl]-4-piperidyl]-3H-imidazo[4,5-b]pyridin-2-one O[C@H]1CC=C(CC1)C=1C=C2C(=NC1)NC(N2C2CCN(CC2)C(C2=CC=C(C=C2)OC(F)(F)F)=O)=O |r|